ethyl 2-(6-chloro-3-fluoropyridin-2-yl)-2-methylpropionate ClC1=CC=C(C(=N1)C(C(=O)OCC)(C)C)F